FC=1C=C(C=C(C1)F)[C@@H]1CC[C@H]2OC3(C(N21)=O)CCN(CC3)C(=O)C3=NC=CN=C3C (5'S,7a'R)-5'-(3,5-difluorophenyl)-1-(3-methylpyrazine-2-carbonyl)tetrahydro-3'H-spiro[piperidine-4,2'-pyrrolo[2,1-b][1,3]oxazol]-3'-one